3-(difluoromethoxy)-5-nitropyridine FC(OC=1C=NC=C(C1)[N+](=O)[O-])F